NC1=NC(N(C=C1)[C@H]1[C@H]([C@@H]2O[P@@](OC[C@H]2S1)(=O)OCC[C@H](C(=O)OC(C)C)C)F)=O Isopropyl (R)-4-(((2S,4aR,6R,7S,7aS)-6-(4-amino-2-oxopyrimidin-1(2H)-yl)-7-fluoro-2-oxidotetrahydro-4H-thieno[3,2-d][1,3,2]dioxaphosphinin-2-yl)oxy)-2-methylbutanoate